FC1(CCN(CC1)C1=NC(=CC=2N1C=CN2)N)F 5-(4,4-Difluoropiperidin-1-yl)imidazo[1,2-c]pyrimidin-7-amine